3-amino-6-(trifluoromethyl)benzoic acid hydrochloride Cl.NC=1C=C(C(=O)O)C(=CC1)C(F)(F)F